1-{6-[3-(1-Amino-2,2,2-trifluoroethyl)phenyl]-3-(3,5-difluorophenyl)chinolin-4-yl}piperidin-4-amin NC(C(F)(F)F)C=1C=C(C=CC1)C=1C=C2C(=C(C=NC2=CC1)C1=CC(=CC(=C1)F)F)N1CCC(CC1)N